(RS)-(4-Pyrrolidin-3-yl-phenyl)-carbamic acid indan-2-ylester C1C(CC2=CC=CC=C12)OC(NC1=CC=C(C=C1)[C@@H]1CNCC1)=O |r|